(2S,5R)-2,5-dimethyl-4-(4-(trifluoromethoxy)benzyl)piperazine-1-carboxylic acid tert-butyl ester C(C)(C)(C)OC(=O)N1[C@H](CN([C@@H](C1)C)CC1=CC=C(C=C1)OC(F)(F)F)C